(1r,5s,6s)-N-[6-(2-chlorophenyl)pyridazin-3-yl]-3-(tetrahydropyran-4-ylmethyl)-3-azabicyclo[3.1.0]hexane-6-amine ClC1=C(C=CC=C1)C1=CC=C(N=N1)NC1[C@@H]2CN(C[C@H]12)CC1CCOCC1